3,5-dichloro-4-methyl-pyridine-2-carbonitrile ClC=1C(=NC=C(C1C)Cl)C#N